(4-bromophenyl)-1H-imidazole-4-carbaldehyde BrC1=CC=C(C=C1)N1C=NC(=C1)C=O